C(C1=CC=CC=C1)N1[C@@H](C[C@H](C[C@H]1C)O[Si](C)(C)C(C)(C)C)CC#N 2-[(2R,4S,6R)-1-Benzyl-4-[(tert-butyldimethylsilyl)oxy]-6-methylpiperidin-2-yl]acetonitrile